methyl benzo[f]isoquinoline-8-carboxylate C1=CN=CC=2C=CC3=C(C12)C=CC(=C3)C(=O)OC